FC1=C(C=C(C=C1)C(F)(F)F)C1(CCC1)N(C(OC)=O)C[C@H]1NCCC1 methyl N-{1-[2-fluoro-5-(trifluoromethyl)phenyl]cyclobutyl}-N-{[(2S)-pyrrolidin-2-yl]methyl}carbamate